3-bromo-4-fluoro-aniline BrC=1C=C(N)C=CC1F